(1R,2S,5S)-6,6-dimethyl-3-(3-methyl-L-valyl)-3-azabicyclo[3.1.0]hexane-2-carboxylic Acid, Hydrochloride Salt Cl.CC1([C@H]2CN([C@@H]([C@@H]12)C(=O)O)C([C@@H](N)C(C)(C)C)=O)C